7-bromo-1H-indole-6-carboxamide BrC=1C(=CC=C2C=CNC12)C(=O)N